(methylsulfonylethyl)phthalamide CS(=O)(=O)CCC1=C(C(C(=O)N)=CC=C1)C(=O)N